COC1=C(C(=CC=C1)OC)S(=O)(=O)NC1=NOC2=C1C(=CC(=C2)CN2N=CC1=C2CN(C1)C(=O)OC(C)(C)C)OC tert-butyl 1-((3-((2,6-dimethoxyphenyl) sulfonamido)-4-methoxybenzo[d]isoxazol-6-yl)methyl)-4,6-dihydropyrrolo[3,4-c]pyrazole-5(1H)-carboxylate